[Si](C)(C)(C(C)(C)C)OC1CC(C1)C(=O)O 3-[tert-butyl(dimethyl)silyl]oxycyclobutanecarboxylic acid